C(C)(C)C1=C2C=C(N=CC2=C(C=C1)N1[C@@H]([C@H](C1)CS(=O)(=O)C)C)NC1=NC(=NC=C1)C=1C=NN(C1)CC(F)(F)F 5-isopropyl-8-((2R,3S)-2-methyl-3-((methylsulfonyl)methyl)azetidin-1-yl)-N-(2-(1-(2,2,2-trifluoroethyl)-1H-pyrazol-4-yl)pyrimidin-4-yl)isoquinolin-3-amine